N-(3-bromo-5-(trifluoromethyl)phenyl)-3-(imidazo[1,2-b]pyridazin-3-ylethynyl)-4-methoxybenzamide BrC=1C=C(C=C(C1)C(F)(F)F)NC(C1=CC(=C(C=C1)OC)C#CC1=CN=C2N1N=CC=C2)=O